C(C)(=O)OC=1C=C(C(=O)OC)C=C(C1OC(C)=O)OC(C)=O methyl 3,4,5-triacetoxybenzoate